1-trityl-1H-pyrazolo[4,3-b]Pyridine C(C1=CC=CC=C1)(C1=CC=CC=C1)(C1=CC=CC=C1)N1N=CC2=NC=CC=C21